NC1=NN2C(C=C(C=C2)C=2C(=NC(=C(C(=O)NCC3=CC(=CC=C3)OCC(F)(F)F)C2)OC)C)=N1 5-(2-amino-[1,2,4]triazolo[1,5-a]pyridin-7-yl)-2-methoxy-6-methyl-N-(3-(2,2,2-trifluoroethoxy)benzyl)nicotinamide